N-[2-methacryloyloxyethyl]pyrrolidine C(C(=C)C)(=O)OCCN1CCCC1